C1(=C(C=CC=C1)OCC1=NNC(N1)=S)C 3-[(O-tolyloxy)methyl]-1H-1,2,4-triazole-5(4H)-thione